[1-(quinoxalin-6-yl)-1H-1,2,4-triazol-5-yl]methanamine hydrochloride Cl.N1=CC=NC2=CC(=CC=C12)N1N=CN=C1CN